COC1(C(N(C=2C=C3C(NC(=NC3=CC21)C)=O)C)=O)CCOC 8-methoxy-8-(2-methoxyethyl)-2,6-dimethyl-6,8-dihydro-3H-pyrrolo[2,3-g]quinazoline-4,7-dione